(E)-N-methyl-3-(4-((3-methyl-4-((1-methyl-1H-benzo[d]imidazol-5-yl)oxy)phenyl)amino)pyrido[3,2-d]pyrimidin-6-yl)acrylamide CNC(\C=C\C=1C=CC=2N=CN=C(C2N1)NC1=CC(=C(C=C1)OC1=CC2=C(N(C=N2)C)C=C1)C)=O